1-(3-fluoro-5-methyl-4-(3-(1-methyl-1H-pyrazol-4-yl)-1H-pyrazolo[3,4-c]pyridin-5-yl)phenyl)-N-methyl-methylamine FC=1C=C(C=C(C1C=1C=C2C(=CN1)NN=C2C=2C=NN(C2)C)C)CNC